zinc tris(2-pyridylmethyl)amine N1=C(C=CC=C1)CN(CC1=NC=CC=C1)CC1=NC=CC=C1.[Zn]